N(=C=O)C1=C(C=CC=C1)P(C1=CC=CC=C1)C1=CC=CC=C1 (isocyanato)triphenylphosphine